FC=1C(=NC(=NC1C=1SC=CC1)C1=CNC2=NC=CN=C21)N[C@@H]2[C@H](C1CCC2CC1)C(=O)O (2S,3S)-3-((5-fluoro-2-(5H-pyrrolo[2,3-b]pyrazin-7-yl)-6-(thiophen-2-yl)pyrimidin-4-yl)amino)bicyclo[2.2.2]octane-2-carboxylic acid